3-methyl-(1,1'-biphenyl)-4,4'-diol CC=1C=C(C=CC1O)C1=CC=C(C=C1)O